([1,2,4]triazolo[4,3-b]pyridazin-6-yl)phenol hydrochloride Cl.N=1N=CN2N=C(C=CC21)C2=C(C=CC=C2)O